ClC1=C(C(=O)C2CCCCC2)C=CC(=C1COCC(F)(F)F)S(=O)(=O)C 2-{2-chloro-4-(methylsulfonyl)-3-[(2,2,2-trifluoroethoxy)methyl]benzoyl}cyclohexane